COC=1C=C(C=CC1OC)[C@@H](C)NC(\C=C\C1=CNC2=NC=C(C=C21)C2=CC(=CC=C2)S(=O)(=O)C)=O (R,E)-N-(1-(3,4-dimethoxyphenyl)ethyl)-3-(5-(3-(methylsulfonyl)phenyl)-1H-pyrrolo[2,3-b]pyridin-3-yl)acrylamide